1-(1-carbonyl-2,3-dihydro-1H-benzo[de]isoquinolin-6-yl)-2-trifluoromethyl-N-(2-trifluoromethylpyridin-4-yl)-1H-pyrazol-3-carboxamide C(=O)=C1NCC2=C3C(C=CC=C13)=C(C=C2)N2N(C(C=C2)C(=O)NC2=CC(=NC=C2)C(F)(F)F)C(F)(F)F